α,3,5-trifluoro-4-pyridinepropanoic acid FC(C(=O)O)CC1=C(C=NC=C1F)F